7-(1-Ethyl-1,2,3,6-tetrahydropyridin-4-yl)-5-fluoro-3-(7-fluoro-2-methyl-2H-indazol-5-yl)cinnoline C(C)N1CCC(=CC1)C1=CC(=C2C=C(N=NC2=C1)C1=CC2=CN(N=C2C(=C1)F)C)F